N-[4-(2,6-Dimethylphenyl)-6-[4-(1-methyl-2-piperidyl)phenoxy]pyrimidin-2-yl]-1-methyl-pyrazole-4-sulfonamide CC1=C(C(=CC=C1)C)C1=NC(=NC(=C1)OC1=CC=C(C=C1)C1N(CCCC1)C)NS(=O)(=O)C=1C=NN(C1)C